3-chloro-3-(4-morpholinophenyl)acrylonitrile ClC(=CC#N)C1=CC=C(C=C1)N1CCOCC1